3-Methacryl-oxypropyl-tri-methoxysilan C(=O)(C(=C)C)OCCC[Si](OC)(OC)OC